3-(4-(3-fluoro-2-(trifluoromethyl)phenyl)piperidine-1-carbonyl)-N-methyl-1,4,5,7-tetrahydro-6H-pyrazolo[3,4-c]pyridine-6-carboxamide FC=1C(=C(C=CC1)C1CCN(CC1)C(=O)C1=NNC=2CN(CCC21)C(=O)NC)C(F)(F)F